4-[2-chloro-5H,6H,7H-cyclopenta[d]pyrimidin-4-yl]-1,4-oxazepane ClC=1N=C(C2=C(N1)CCC2)N2CCOCCC2